tetradecatrienol C(=CC=CC=CCCCCCCCC)O